C(CCCCCCC)N(CCCCCCCC)CC(=O)OCCCCCCCCCC 1-decyl N,N-dioctylaminoacetate